2-(4-(4-(5-(methylsulfonyl)pyrimidin-2-yl)piperazine-1-carbonyl)phenyl)-1H-benzo[d]imidazole-4-carboxamide CS(=O)(=O)C=1C=NC(=NC1)N1CCN(CC1)C(=O)C1=CC=C(C=C1)C1=NC2=C(N1)C=CC=C2C(=O)N